N-cyclohexyl-5-(pyrimidin-2-ylethynyl)-1H-pyrrolo[2,3-b]pyridine-4-Amine C1(CCCCC1)NC=1C2=C(N=CC1C#CC1=NC=CC=N1)NC=C2